FC(C(C(I)(F)F)(F)F)(F)F 1,1,1,2,2,3,3-heptafluoro-3-iodo-propane